2-{3-[(dimethylamino)methyl]-2,3-dihydro-1,4-dioxa-5-aza-7-naphthylamino}-4-(3-quinolylamino)pyrimidine CN(C)CC1COC2=CC(=CN=C2O1)NC1=NC=CC(=N1)NC=1C=NC2=CC=CC=C2C1